L-tyrosine tert-butyl ester hydrochloride Cl.C(C)(C)(C)OC([C@@H](N)CC1=CC=C(C=C1)O)=O